CC1(OCC(CO1)(COC(CCCCCCC\C=C/CCCCCCCC)=O)COC(CCCCCCC\C=C/CCCCCCCC)=O)C.C(\C=C/C(=O)O)(=O)O maleic acid [2,2-dimethyl-5-[[(Z)-octadec-9-enoyl]oxymethyl]-1,3-dioxan-5-yl]methyl-(Z)-octadec-9-enoate